FC(OC1=CC=C(C=C1)N1N=C(C(C1=O)C(=O)[O-])C)F 1-(4-(difluoromethoxy) phenyl)-3-methyl-5-oxo-4,5-dihydro-1H-pyrazole-4-carboxylate